tert-Butyl 3-(7-(thiazol-2-yl)-5-(2,2,2-trifluoro-1-(2-methoxyethoxy)ethyl)benzo[d]oxazol-2-yl)-3,8-diazabicyclo[3.2.1]octane-8-carboxylate S1C(=NC=C1)C1=CC(=CC=2N=C(OC21)N2CC1CCC(C2)N1C(=O)OC(C)(C)C)C(C(F)(F)F)OCCOC